2-[(naphthalen-1-yl)amino]-4-[(1-oxo-1,2,3,4-tetrahydroisoquinolin-5-yl)amino]pyrimidine-5-carboxamide C1(=CC=CC2=CC=CC=C12)NC1=NC=C(C(=N1)NC1=C2CCNC(C2=CC=C1)=O)C(=O)N